1-methyl-3,4-diphenylpyrrole-2,5-dione CN1C(C(=C(C1=O)C1=CC=CC=C1)C1=CC=CC=C1)=O